NC1=C(CN2C(C=C(C=C2)C=2C=C3C(=NNC3=CC2)C2=CC(=NC=C2)C)=O)C=CC=C1F 1-(2-amino-3-fluorobenzyl)-4-(3-(2-methylpyridin-4-yl)-1H-indazol-5-yl)pyridin-2(1H)-one